4-Amino-7-chloro-N,N-dimethyl-2-oxo-1-phenyl-1,2-dihydroquinoline-3-carboxamide NC1=C(C(N(C2=CC(=CC=C12)Cl)C1=CC=CC=C1)=O)C(=O)N(C)C